C(#N)C(NC(=O)[C@@H]1[C@@H]2[C@H](CN1C([C@H](C(C)C)NC(C(F)(F)F)=O)=O)CCC2)C2=NN=CC1=CC=CC=C21 (3S,3aS,6aR)-N-[cyano(phthalazin-1-yl)methyl]-2-[(2S)-3-methyl-2-[(2,2,2-trifluoroacetyl)amino]butanoyl]-3,3a,4,5,6,6a-hexahydro-1H-cyclopenta[c]pyrrole-3-carboxamide